(1R)-decanal C(CCCCCCCCC)=O